BrCCCCCCCCC(=O)OC(CCCCCC)CCCCCC tridecan-7-yl 9-bromononanoate